tert-butyl N-(5-bromo-6-methylpyridin-2-yl)carbamate BrC=1C=CC(=NC1C)NC(OC(C)(C)C)=O